[2-[18,30-dichloro-32-methyl-20-oxo-8,9,10,21-tetrazahexacyclo[19.5.3.216,19.13,7.06,10.024,28]dotriaconta-1(27),3(32),4,6,8,16(31),17,19(30),24(28),25-decaen-2-yl]acetyl]oxysodium ClC1=CC=2CCCCCN3N=NC4=C3C=CC(C(C=3C=CC=5CCN(C(C1=C(C2)Cl)=O)CC5C3)CC(=O)O[Na])=C4C